FC1=C(OC2=CC=NC3=CC(=C(C=C23)OC)OCCC(=O)[O-])C=CC(=C1)NC(=O)C1(CC1)C(NC1=CC(=CC=C1)Cl)=O.[Na+] sodium 3-[[4-[2-fluoro-4-[[1-[(3-chlorophenyl)carbamoyl]cyclopropanecarbonyl] amino] phenoxy]-6-methoxy-7-quinolyl]oxy]propionate